C(=C)N1C=NC=C1 N-Vinylimidazol